COC=1C=C2C=CC(=NC2=C(C1)C(=O)[O-])C 6-methoxy-2-methylquinoline-8-carboxylate